3-chloro-2-((3,3-dimethyl-2,3-dihydrobenzofuran-4-yl)oxy)-4-methyl-5-nitropyridine ClC=1C(=NC=C(C1C)[N+](=O)[O-])OC1=CC=CC2=C1C(CO2)(C)C